(2r,4r)-N2-(5-((+)-1-amino-3-cyclopropyl-1-(pyridin-4-yl)propyl)-2-fluorophenyl)-N1-(5-chloropyridin-2-yl)-4-methoxypyrrolidine-1,2-dicarboxamide NC(CCC1CC1)(C1=CC=NC=C1)C=1C=CC(=C(C1)NC(=O)[C@@H]1N(C[C@@H](C1)OC)C(=O)NC1=NC=C(C=C1)Cl)F